5-vinyl-3-pyrrolin-2-one C(=C)C1C=CC(N1)=O